CC1=C(C=CC(=C1)C)S(=O)(=O)C1OC2(CC1=O)CCNCC2 ((2,4-dimethylphenyl)sulfonyl)-1-oxa-8-azaspiro[4.5]decan-3-one